CC1=C(C(=O)N[C@H](C)C=2C=C(C=CC2)C=2C=C(C=CC2)N2CCN(CC2)CCC(=O)O)C=C(C=C1)N1CCN(CC1)C 3-[4-[3-[3-[(1R)-1-[[2-Methyl-5-(4-methylpiperazin-1-yl)benzoyl]amino]ethyl]phenyl]phenyl]piperazin-1-yl]propanoic acid